N1(CCNCC1)N1CCNCC1 piperazinyl-(piperazine)